BrC=1C=CC(=C(C1)NC[C@@H](CCCOC1=C(C=NN1CC)C1=CC(=CN(C1=O)C)C(=O)OC)C)[N+](=O)[O-] methyl 5-(5-{[(4R)-5-[(5-bromo-2-nitrophenyl) amino]-4-methylpentyl] oxy}-1-ethylpyrazol-4-yl)-1-methyl-6-oxopyridine-3-carboxylate